11-(4-Fluorobenzyl)-2-methyl-11H-imidazo[1',2':1,2]pyrido[3,4-b]indole FC1=CC=C(CN2C3=C(C4=CC=CC=C24)C=CN2C3=NC(=C2)C)C=C1